manganese dioxide O=[Mn]=O